methyl 2-hydroxycyclopent-1-ene-1-carboxylate OC1=C(CCC1)C(=O)OC